N[C@@H]1[C@@H](OCC12CCN(CC2)C2=CN=C1ON(ONC1=N2)C=2C(=C(C=CC2)NC(=O)C=2C=CC=C1C=NN(C21)C)Cl)C N-(3-(7-((3S,4S)-4-amino-3-methyl-2-oxa-8-azaspiro[4.5]decane-8-yl)-2,4-dioxa-1,2-dihydropteridine-3(4H)-yl)-2-chlorophenyl)-1-methyl-1H-indazole-7-carboxamide